3-(5-(((2-(4-(4-chloro-1,2-diphenylbut-1-en-1-yl)phenoxy)ethyl)(methyl)amino)methyl)-7-fluoro-1-oxoisoindolin-2-yl)piperidine-2,6-dione ClCCC(=C(C1=CC=CC=C1)C1=CC=C(OCCN(C)CC=2C=C3CN(C(C3=C(C2)F)=O)C2C(NC(CC2)=O)=O)C=C1)C1=CC=CC=C1